3-aminopropyl-2-methyl-1H-imidazole NCCCN1C(=NC=C1)C